6-chloro-N2-(2-chlorophenyl)-N4-(3-cyclopropyl-1H-pyrazol-5-yl)-N2-methyl-1,3,5-triazine-2,4-diamine ClC1=NC(=NC(=N1)N(C)C1=C(C=CC=C1)Cl)NC1=CC(=NN1)C1CC1